3-((1S,2R)-2-(4-chloro-3-methylphenyl)cyclopropyl)-1-cyclopropyl-1-((R)-1-(pyridazin-3-yl)piperidin-3-yl)urea ClC1=C(C=C(C=C1)[C@@H]1[C@H](C1)NC(N([C@H]1CN(CCC1)C=1N=NC=CC1)C1CC1)=O)C